maleic acid hydrazide potassium salt [K+].C(\C=C/C(=O)[O-])(=O)NN